C1(CC1)C1=C(C=C(C(=C1)CN1CCC2(CN(C(O2)=O)C2=CC=C(C=C2)S(=O)(=O)N(CC2=CC=C(C=C2)OC)CC2=CC=C(C=C2)OC)CC1)OCC)C1=CC=C(C=C1)F 4-(8-((2-cyclopropyl-5-ethoxy-4'-fluoro-[1,1'-biphenyl]-4-yl)methyl)-2-oxo-1-oxa-3,8-diazaspiro[4.5]decan-3-yl)-N,N-bis(4-methoxybenzyl)benzenesulfonamide